CN(CC)[Sn] (methylethylamino)tin